OCCCCS(=O)(=O)[O-].[Na+] sodium hydroxybutyl-sulphonate